ClC1=CC=C(C2=C1C=C(O2)F)COC=2SC=C(N2)C2=CCC(CC2)CC2=NC1=C(N2C[C@H]2OCC2)C=C(C=C1)C(=O)O 2-((4-(2-((4-chloro-2-fluorobenzofuran-7-yl)methoxy)thiazol-4-yl)cyclohex-3-en-1-yl)methyl)-1-(((S)-oxetan-2-yl)methyl)-1H-benzo[d]imidazole-6-carboxylic acid